CCCCCCCCC(CCCCCCCC)OC(CCCCCCCN(CCCCOC(=O)OCCCCCCCCC)CCO)=O 8-((2-hydroxyethyl)(4-(((nonyloxy)carbonyl)oxy)butyl)amino)octanoic acid heptadec-9-yl ester